FC1=C(CNC2=NC(=NC=C2)NC=2C=NN(C2)C2CCC2)C(=CC=C1)OC 4-[(2-fluoro-6-methoxybenzyl)amino]-2-[(1-cyclobutyl-1H-pyrazol-4-yl)amino]pyrimidin